5-(2-bromophenyl)-1H-pyrazole-3-carboxylic acid ethyl ester C(C)OC(=O)C1=NNC(=C1)C1=C(C=CC=C1)Br